Di-tert-butyl dicarbamate C(N)(OC(C)(C)C)=O.C(N)(OC(C)(C)C)=O